BrC=1C=CC(=C(C1)N1C=NC=C1)F (5-bromo-2-fluorophenyl)-1H-imidazole